5-ethyl-2-(imidazo[1,2-a]pyridin-8-ylmethoxy)benzaldehyde C(C)C=1C=CC(=C(C=O)C1)OCC=1C=2N(C=CC1)C=CN2